3,5-difluoro-4'-vinyl-1,1'-biphenyl FC=1C=C(C=C(C1)F)C1=CC=C(C=C1)C=C